2-cyanatonaphthalene O(C#N)C1=CC2=CC=CC=C2C=C1